CC1=CC(=NS1)C1=NC(=NO1)C1=CC=C(C2=CC=CC=C12)CN1CC(C1)C(=O)O 1-((4-(5-(5-methylisothiazol-3-yl)-1,2,4-oxadiazol-3-yl)naphthalen-1-yl)methyl)azetidine-3-carboxylic acid